C(#N)C1=CC=C(C2=C1OCO2)C2C(=C(NC1=C(C=NC(=C21)OCC)C)C)C(=O)OCCC#N 2-cyanoethyl 4-(7-cyanobenzo[d][1,3]dioxol-4-yl)-5-ethoxy-2,8-dimethyl-1,4-Dihydro-1,6-naphthyridine-3-carboxylate